oxalo-calcium C(=O)(C(=O)O)[Ca]